1,1,3,3-tetramethyl-1,3-dimethoxydisiloxane C[Si](O[Si](OC)(C)C)(OC)C